BrC1=CC=C2C(=CC=NC2=C1S(=O)(=O)NC1=C(C=CC=C1)C#CC=1C=CC=NC1)Cl 5-{2-[2-(7-Bromo-4-chlorochinolin-8-sulfonamido)phenyl]ethynyl}pyridin